citraconic acid, diglycidyl ester C(\C(\C)=C/C(=O)OCC1CO1)(=O)OCC1CO1